2-ethylhexyl-4-(Dimethylamino)benzoate C(C)C(COC(C1=CC=C(C=C1)N(C)C)=O)CCCC